C(CCC)[C@H]1NC2=CC=CC=C2NC1 (R)-2-butyl-1,2,3,4-tetrahydroquinoxaline